N-(1-(1-(2-(1-(2-(Trifluoromethyl)phenyl)piperidin-4-yl)ethyl)-4,5,6,7-tetrahydro-1H-indazol-3-carbonyl)piperidin-4-yl)acetamid FC(C1=C(C=CC=C1)N1CCC(CC1)CCN1N=C(C=2CCCCC12)C(=O)N1CCC(CC1)NC(C)=O)(F)F